2-(((1R)-1-(2-cyano-7-methyl-3-(1-oxa-6-azaspiro[3.4]octan-6-yl)-quinoxalin-5-yl)ethyl)amino)benzoic acid C(#N)C1=NC2=CC(=CC(=C2N=C1N1CC2(CCO2)CC1)[C@@H](C)NC1=C(C(=O)O)C=CC=C1)C